COC=1C=C2CCNCC2=CC1NC1=NC2=CC(=CC=C2C=N1)C=1C=NC(=CC1)NCCN1CCOCC1 N-(6-methoxy-1,2,3,4-tetrahydroisoquinolin-7-yl)-7-(6-{[2-(morpholin-4-yl)ethyl]amino}pyridin-3-yl)quinazolin-2-amine